CC=1C=NC=2CCN=C(C2C1)C 3,5-dimethyl-7,8-dihydro-1,6-naphthyridine